N-{2-[(4-{6-[(4-chloro-2-fluorophenyl)methoxy]pyridin-2-yl}piperidin-1-yl)methyl]-1-{[(2S)-oxetan-2-yl]methyl}-1H-1,3-benzodiazol-5-yl}-1,1-dioxo-1λ6-thiane-4-carboxamide ClC1=CC(=C(C=C1)COC1=CC=CC(=N1)C1CCN(CC1)CC1=NC2=C(N1C[C@H]1OCC1)C=CC(=C2)NC(=O)C2CCS(CC2)(=O)=O)F